10-(1-((6-chloro-2-(1-methyl-1H-pyrazol-4-yl)pyridin-3-yl)amino)-2-hydroxyethyl)-8-methyl-4,5-dihydro-3H,6H-2,2a,5a-triazaaceanthrylen-6-one ClC1=CC=C(C(=N1)C=1C=NN(C1)C)NC(CO)C=1C=C(C=C2C(N3CCCN4N=CC(C12)=C43)=O)C